P(OCC)(OCC)(=S)SCN1N=NC2=C(C1=O)C=CC=C2 Phosphorodithioic acid, O,O-diethyl S-((4-oxo-1,2,3-benzotriazin-3(4H)-yl)methyl) ester